N-(2-fluoro-3-{[2-oxo-7-(pyridazin-3-yloxy)-2,3-dihydrospiro[1,3-benzoxazine-4,3'-oxetan]-3-yl]methyl}phenyl)cyclopropanesulfonamide FC1=C(C=CC=C1CN1C(OC2=C(C=CC(=C2)OC=2N=NC=CC2)C12COC2)=O)NS(=O)(=O)C2CC2